1-benzyl-N-(2,4,6-trimethylphenyl)piperidin-4-amine C(C1=CC=CC=C1)N1CCC(CC1)NC1=C(C=C(C=C1C)C)C